methyl {3-oxo-2-[(2Z)-2-penten-1-yl] cyclopentyl}acetate O=C1C(C(CC1)CC(=O)OC)C\C=C/CC